FC(CC)P 3-fluoro-3-propylphosphine